1-(1-(cis-4-(tert-butyl)cyclohexyl)piperidin-4-yl)-1H-pyrrolo[2,3-b]pyridine-3-carbaldehyde oxime C(C)(C)(C)[C@H]1CC[C@H](CC1)N1CCC(CC1)N1C=C(C=2C1=NC=CC2)C=NO